N(N)C(C(C)NC(OC(C)(C)C)=O)=O tert-butyl 1-hydrazinyl-1-oxopropan-2-ylcarbamate